rel-N-((3S,4R)-7-methyl-6-oxo-4-({[(1r,4S)-4-propylcyclohexyl]oxy}methyl)-1,3,4,6-tetrahydro-2H-quinolizin-3-yl)methanesulfonamide CC=1C(N2[C@H]([C@H](CCC2=CC1)NS(=O)(=O)C)COC1CCC(CC1)CCC)=O |o1:4,5|